C(C1=CC=CC=C1)OC([C@@H](NCCCCCCCC(F)(F)F)CCCCN)=O (epsilone)-trifluorooctyl-L-lysine benzyl ester